2-HYDROXYLTETRAHYDROTHIENOPYRIDINE OC1CC2C(=CC=CN2)S1